NC1=NN(C=C1C=1C=2N(C=C(N1)C=1C=NN(C1)C)N=CN2)C2(CC(C2)C#N)CC#N (1r,3r)-3-(3-amino-4-(6-(1-methyl-1H-pyrazol-4-yl)-[1,2,4]triazolo[1,5-a]pyrazin-8-yl)-1H-pyrazol-1-yl)-3-(cyanomethyl)cyclobutane-1-carbonitrile